methylphenyl-bis(methoxymethyl)silane C[Si](COC)(COC)C1=CC=CC=C1